FC1([C@H]2CC=3C(=NNC3C[C@]21C)C=2NC1=CC(=CC=C1C2)C(=O)N2C[C@H](NCC2)C)F (2-((4aS,5aR)-5,5-difluoro-5a-methyl-1,4,4a,5,5a,6-hexahydrocyclopropa[f]indazol-3-yl)-1H-indol-6-yl)((R)-3-methylpiperazin-1-yl)methanone